11-azidoundecyl 4-methylbenzenesulfonate CC1=CC=C(C=C1)S(=O)(=O)OCCCCCCCCCCCN=[N+]=[N-]